O=C(\C=C\C1=CC(=C(C(=C1)OC)OC)OC)N1C(C=CCC1)=O 5,6-Dihydro-1-(1-oxo-3-[3,4,5-trimethoxyphenyl]-trans-2-propenyl)-2[1H]-pyridinone